N[C@H](C(=O)N1[C@@H]([C@H]2C([C@H]2C1)(C)C)C(=O)N[C@@H](C[C@H]1C(NC2(CC2)C1)=O)C#N)C(C)(C)C (1R,2S,5S)-3-[(2S)-2-amino-3,3-dimethyl-butanoyl]-N-[(1S)-1-cyano-2-[(6R)-5-oxo-4-azaspiro[2.4]heptan-6-yl]ethyl]-6,6-dimethyl-3-azabicyclo[3.1.0]hexane-2-carboxamide